FC1(CCC(CC1)NC1=NC(=CC(=C1)\C(\C)=N/O)N1N=C(C=C1)C)F (Z)-1-(2-((4,4-difluorocyclohexyl)amino)-6-(3-methyl-1H-pyrazol-1-yl)pyridine-4-yl)ethan-1-one oxime